(S)-5-bromo-1-methyl-3-((5-(2-methyl-4-(oxiran-3-yl)piperazin-1-yl)pyridin-2-yl)amino)pyridin-2(1H)-one BrC=1C=C(C(N(C1)C)=O)NC1=NC=C(C=C1)N1[C@H](CN(CC1)C1CO1)C